[O-]CCC.[Sc+3].[O-]CCC.[O-]CCC scandium n-propoxide